2-[benzyl(9H-fluoren-9-ylmethoxycarbonyl)amino]acetic acid C(C1=CC=CC=C1)N(CC(=O)O)C(=O)OCC1C2=CC=CC=C2C=2C=CC=CC12